Cl.O=C1NC(CCC1NC(C1=NC(=C(C=C1)N1CCNCC1)OC)=O)=O N-(2,6-dioxopiperidin-3-yl)-6-methoxy-5-(piperazin-1-yl)picolinamide hydrochloride